2-(3-(3,3-difluoro-1-((4-methyl-4H-1,2,4-triazol-3-yl)methyl)cyclobutyl)phenyl)-6-(((3-methylbicyclo[1.1.1]pentan-1-yl)amino)methyl)-4-(trifluoromethyl)isoindolin-1-one FC1(CC(C1)(CC1=NN=CN1C)C=1C=C(C=CC1)N1C(C2=CC(=CC(=C2C1)C(F)(F)F)CNC12CC(C1)(C2)C)=O)F